ethyl 6-(2,2-difluoromorpholino)quinoline-4-carboxylate FC1(OCCN(C1)C=1C=C2C(=CC=NC2=CC1)C(=O)OCC)F